4-(piperidin-1-ylmethyl)aniline N1(CCCCC1)CC1=CC=C(N)C=C1